ClCC(=O)ON=C(N)C1CC2=CC=CC=C2C1 N'-(2-chloroacetyloxy)-2,3-dihydro-1H-indene-2-carboxamidine